3,7-dimethyloct-6-en-1-yl ethyl oxalate C(C(=O)OCC)(=O)OCCC(CCC=C(C)C)C